C(C1=CC=CC=C1)OC(=O)N1C[C@H](CCC1)CO (S)-3-(hydroxymethyl)piperidine-1-carboxylic acid benzyl ester